N1,N1'-(piperazine-1,4-diylbis(propane-3,1-diyl))bis(N1-(3-(dimethoxy(methyl)silyl)propyl)-N3,N3-dimethylpropane-1,3-diamine) N1(CCN(CC1)CCCN(CCCN(C)C)CCC[Si](C)(OC)OC)CCCN(CCCN(C)C)CCC[Si](C)(OC)OC